CN(S(=O)(=O)NC=1C(=C(C(=O)C2=CNC3=NC=C(C=C32)C=3C=C2C=CC=NC2=CC3)C(=CC1)F)F)C 6-[3-[3-(dimethylsulfamoylamino)-2,6-difluoro-benzoyl]-1H-pyrrolo[2,3-b]pyridin-5-yl]quinoline